NC1=NC=CC=C1S(=O)(=O)NC(=O)C=1C(=NC(=CC1)C1=C(C=CC=C1)C#N)N1C(C[C@@H](C1)C)(C)C N-[(2-Amino-3-pyridyl)sulfonyl]-6-(2-cyanophenyl)-2-[(4S)-2,2,4-trimethylpyrrolidin-1-yl]pyridin-3-carboxamid